C(C)(C)(C)C1=CC=C(C=C1)OC(OC1=CC=C(C=C1)C(C)(C)C)=O di(4-tert-butylphenyl)-carbonate